5-chloro-N-[3-(2,4-diaminoquinolin-6-yl)-2,4-difluorophenyl]-2-methoxypyridine ClC=1C=CC(N(C1)C1=C(C(=C(C=C1)F)C=1C=C2C(=CC(=NC2=CC1)N)N)F)OC